C1(CC1)S(=O)(C)=N cyclopropyl-(imino)(methyl)-lambda6-sulfanone